1-benzyl-3-(3-(benzyloxy)propyl)-5,5-dimethyl-1,5-dihydro-2H-pyrrol-2-one C(C1=CC=CC=C1)N1C(C(=CC1(C)C)CCCOCC1=CC=CC=C1)=O